C(#N)C1(CC1)NS(=O)(=O)C1=CC=C2C3=C(N(C2=C1)C=1SC(=NN1)C(F)F)N=CN=C3N3CCC1(CCOC1)CC3 N-(1-Cyanocyclopropyl)-9-(5-(di-fluoromethyl)-1,3,4-thiadiazol-2-yl)-4-(2-oxa-8-azaspiro[4.5]decan-8-yl)-9H-pyrimido[4,5-b]indole-7-sulfonamide